N-(2-(4-chlorophenyl)propan-2-yl)-1,5,7-trimethyl-4-oxo-4,5-dihydro-1H-pyrrolo[3,2-c]pyridine-3-carboxamide ClC1=CC=C(C=C1)C(C)(C)NC(=O)C1=CN(C2=C1C(N(C=C2C)C)=O)C